copper hydroxide nickel iron manganese [Mn].[Fe].[Ni].[Cu](O)O